tert-butyl 1'-((3',5'-dichloro-5-((4-(formamidomethyl)piperidin-1-yl)methyl)-[1,1'-biphenyl]-3-yl)methyl)-[4,4'-bipiperidine]-1-carboxylate ClC=1C=C(C=C(C1)Cl)C1=CC(=CC(=C1)CN1CCC(CC1)CNC=O)CN1CCC(CC1)C1CCN(CC1)C(=O)OC(C)(C)C